3-(((tert-Butoxycarbonyl)amino)methyl)cyclobutanecarboxylic acid C(C)(C)(C)OC(=O)NCC1CC(C1)C(=O)O